C(C)(=O)NCCNCC1=C(C=C(C=C1)OCC1=C(C(=CC=C1)C1=CC(=C(C=C1)OC)OC)C#N)OCC1=CC(=CC=C1)C#N N-(2-acetamidoethyl)-2-(3-cyanobenzyloxy)-4-(2-cyano-3-(3,4-dimethoxyphenyl)benzyloxy)benzylamine